C(C(=C)C)(=O)OC(C)C isopropyl methacrylate